C(C=C)(=O)N1CC(C1)C1CCNC=2N1N=C(C2C(=O)N)C2=CC=C(C=C2)OC2=CC=C(C=C2)Cl 7-(1-acryloylazetidin-3-yl)-2-(4-(4-chlorophenoxy)phenyl)-4,5,6,7-tetrahydropyrazolo[1,5-a]pyrimidine-3-carboxamide